1-(2-isopropoxyethyl)-2-thioxo-7-cyclopropyl-1,2,3,5-tetrahydro-4H-pyrrolo[3,2-d]pyrimidin-4-one C(C)(C)OCCN1C(NC(C2=C1C(=CN2)C2CC2)=O)=S